tetrathiosilicate [Si]([S-])([S-])([S-])[S-]